6-(7-methyl-8-(trifluoromethyl)-[1,2,4]triazolo[4,3-b]pyridazin-6-yl)-3-(trifluoromethyl)-5,6,7,8-tetrahydro-1,6-naphthyridine CC1=C(C=2N(N=C1N1CC=3C=C(C=NC3CC1)C(F)(F)F)C=NN2)C(F)(F)F